7-methyl-5-(pyridin-2-yl)-N-(1,1,1-trifluoropropan-2-yl)pyrazolo[1,5-a]Pyrimidine CC1=CC(=NC=2N1N(CC2)C(C(F)(F)F)C)C2=NC=CC=C2